CN(C(OCC1=CC=CC=C1)=O)CCC1NC(CN2N=C3C=CC=C(C3=C21)B2OC(C(O2)(C)C)(C)C)=O benzyl N-methyl-N-[2-[3-oxo-10-(4,4,5,5-tetramethyl-1,3,2-dioxaborolan-2-yl)-2,4-dihydro-1H-pyrazino[1,2-b]indazol-1-yl]ethyl]carbamate